BrC1=CC=C2C(=NN(C2=C1)C)C(F)(F)F 6-bromo-1-methyl-3-(trifluoromethyl)indazole